1-(5-((4-(1-(1-acetylpiperidin-4-yl)-1H-pyrazol-4-yl)-5-chloropyrimidin-2-yl)amino)pyridin-3-yl)pyrrolidin-2-one C(C)(=O)N1CCC(CC1)N1N=CC(=C1)C1=NC(=NC=C1Cl)NC=1C=C(C=NC1)N1C(CCC1)=O